C(#N)[C@H]1N(CSC1)C(CNC(=O)C1=CC=NC2=CC=C(C=C12)C=1C=NC=CC1)=O (R)-N-(2-(4-Cyanothiazolidin-3-yl)-2-oxoethyl)-6-(pyridin-3-yl)quinoline-4-carboxamide